C(#N)C(C(=O)OCC)C1COC1 ethyl 2-cyano-2-(oxetan-3-yl)acetate